(2-((4,5-dimethylthiazol-2-yl) carbamoyl) phenyl)-22-oxo-4,7,10,13,16,19-hexaoxa-behenate CC=1N=C(SC1C)NC(=O)C1=C(C=CC=C1)OC(CCOCCOCCOCCOCCOCCOCCC=O)=O